(S)-2,6-diaminohexanoic acid, diammonium salt [NH4+].[NH4+].N[C@H](C(=O)[O-])CCCCN.N[C@H](C(=O)[O-])CCCCN